methyl-(methylsuccinic acid) CC(C(=O)O)(CC(=O)O)C